RAC-N-(1-(2-(4-(4-(2,6-DIOXOPIPERIDIN-3-YL)PHENYL)PIPERIDIN-1-YL)ACETYL)PIPERIDIN-4-YL)-1-(6-(2-HYDROXYPHENYL)PYRIDAZIN-4-YL)-N-METHYL-4-(O-TOLYLOXY)PIPERIDINE-4-CARBOXAMIDE O=C1NC(CC[C@@H]1C1=CC=C(C=C1)C1CCN(CC1)CC(=O)N1CCC(CC1)N(C(=O)C1(CCN(CC1)C1=CN=NC(=C1)C1=C(C=CC=C1)O)OC1=C(C=CC=C1)C)C)=O |r|